S1(CCCC2=CC=C(C=C12)C(=O)O)(=O)=O thiochromane-7-carboxylic acid 1,1-dioxide